FC1=CC=C(C=C1)C#CC1=CC=C(C=C1)O 4-(4-fluorophenyl-ethynyl)phenol